C(C1=CC=CC=C1)OC=1C=2C3=C(N(C2C=CC1)C1=CC=C(C=C1)F)C(COC31CCC(CC1)O)(C)C (1S,4S)-9'-(benzyloxy)-5'-(4-fluorophenyl)-4',4'-dimethyl-4',5'-dihydro-3'H-spiro[cyclohexane-1,1'-pyrano[4,3-b]indol]-4-ol